C(C)P(O)(=O)C(CC)C1=CC=CC=C1 ethyl-(1-phenyl-propyl)phosphinic acid